[N-](S(=O)(=O)C(F)(F)F)S(=O)(=O)C(F)(F)F.[NH4+].C(C)C(COC1=CC=C(C=C1)NC1=CC=C(C=C1)C1=CC=C(NC2=CC=C(C=C2)OCC(CCCC)CC)C=C1)CCCC N,N'-bis(4-(2-ethylhexyloxy)phenyl)benzidine ammonium bis(trifluoromethanesulfonyl)imide salt